6-Chloro-3-[1-(3-cyclopropyl-6-fluoro-4-oxo-2-tetrahydropyran-4-yl-quinazolin-8-yl)ethoxy]pyridine-2-carboxylic acid ClC1=CC=C(C(=N1)C(=O)O)OC(C)C=1C=C(C=C2C(N(C(=NC12)C1CCOCC1)C1CC1)=O)F